(S)-((4,11-diethyl-4-hydroxy-3,14-dioxo-3,4,12,14-tetrahydro-1H-pyrano[3',4':6,7]indolizino[1,2-b]quinolin-9-yl) oxy) methylnicotinate CC1=C(C(=O)OOC2=CC=3C(=C4C(=NC3C=C2)C2=CC3=C(C(N2C4)=O)COC([C@]3(O)CC)=O)CC)C=CC=N1